Triphosphazene N(P)P=NP